OC1CN(CCC1)CC1=CC=C(C=C1)C=1C=C2C(=NC1)N(C=C2C2=CC=C(C#N)C=C2)S(=O)(=O)C2=CC=C(C)C=C2 4-(5-(4-((3-hydroxypiperidin-1-yl)methyl)phenyl)-1-tosyl-1H-pyrrolo[2,3-b]pyridin-3-yl)benzonitrile